5-(3-bromophenyl)thiophene-2-carbaldehyde BrC=1C=C(C=CC1)C1=CC=C(S1)C=O